2-hydrazinyl-7-methoxy-N-methyl-N-Phenylquinazolin-4-amine N(N)C1=NC2=CC(=CC=C2C(=N1)N(C1=CC=CC=C1)C)OC